1-(3,3-dimethylbutyl)-3-(4-methyl-3-(2-(methylthio)-6-morpholinopyrimidin-4-yl)phenyl)urea CC(CCNC(=O)NC1=CC(=C(C=C1)C)C1=NC(=NC(=C1)N1CCOCC1)SC)(C)C